CC1=C(C=C(C(=O)O)C=C1)CNC=1C=NC=2N(C1)N=CC2 4-methyl-3-((pyrazolo[1,5-a]pyrimidin-6-ylamino)methyl)benzoic acid